4-chloro-2-(3-pyridyl)indazole ClC=1C2=CN(N=C2C=CC1)C=1C=NC=CC1